5-(1-(1-isopropoxy)ethoxycarbonyl)-7-oxo-bicyclo[2.2.1]Hept-2-ene C(C)(C)OC(C)OC(=O)C1C2C=CC(C1)C2=O